OC1=C(C2=CC=CC=C2C=C1)CC1=CC(=CC2=CC=CC=C12)C 1-((2-hydroxynaphthalen-1-yl)methyl)-3-methylnaphthalen